(S)-N-(3-(2-((1,5-dimethyl-1H-pyrazol-3-yl)amino)-5-methylpyrimidin-4-yl)-1H-indol-7-yl)-2-(3-((6-(propylamino)pyrimidin-4-yl)oxy)pyrrolidin-1-yl)acetamide CN1N=C(C=C1C)NC1=NC=C(C(=N1)C1=CNC2=C(C=CC=C12)NC(CN1C[C@H](CC1)OC1=NC=NC(=C1)NCCC)=O)C